4-(benzyloxy)-2-fluorobenzonitrile C(C1=CC=CC=C1)OC1=CC(=C(C#N)C=C1)F